N-[(5-Chloro-3-fluoropyridin-2-yl)methyl]-3-(5-methyl-1,3-thiazol-2-yl)-5-(prop-2-yn-1-yloxy)benzamide ClC=1C=C(C(=NC1)CNC(C1=CC(=CC(=C1)OCC#C)C=1SC(=CN1)C)=O)F